COC=1C=C2C(=NC=NC2=CC1OC)N1CCC(CCC1)S(=O)(=O)N 1-(6,7-dimethoxyquinazolin-4-yl)azepane-4-sulfonamide